[Cl-].C(CCCCCCCCCCCCCCC)[N+](CC1=CC=CC=C1)(C)C Cetyl-Dimethyl-Benzyl-Ammonium Chloride